CNC(O[C@@H]1CC[C@H](CC1)C(N(C[C@@H]1CC[C@H](CC1)C1=NC(=C(C=C1)OC)C)C1=CC(=CC=C1)C=1N=C(OC1)C1CC1)=O)=O trans-4-((3-(2-Cyclopropyloxazol-4-yl)phenyl)((trans-4-(5-methoxy-6-methylpyridin-2-yl)cyclohexyl)methyl)carbamoyl)cyclohexyl methylcarbamate